2,5-dichloro-4-[1-(6-methoxy-3-pyridyl)pyrazol-4-yl]pyrimidine ClC1=NC=C(C(=N1)C=1C=NN(C1)C=1C=NC(=CC1)OC)Cl